N(C(=O)N)N[C@@H](CS)C(=O)O ureidocysteine